OC1=C(C=CC=C1)C(C=CC1=C(N=CS1)C)=O 1-(2-hydroxyphenyl)-3-(4-methylthiazol-5-yl)-2-propen-1-one